FCC1(CC1)C1=C2C(=NC(=C1)N1[C@@H](COCC1)C)C(=NS2)C2=CC(=NN2C2OCCCC2)C (3R)-4-(7-(1-(fluoromethyl)cyclopropyl)-3-(3-methyl-1-(tetrahydro-2H-pyran-2-yl)-1H-pyrazol-5-yl)isothiazolo[4,5-b]pyridin-5-yl)-3-methylmorpholine